ClC1=CC=2C=3C=CC(=CC3N(C(N(C2N=C1)CCC)=O)C1=C(C=C(C=C1F)NCCNC)F)C#N 4-chloro-10-(2,6-difluoro-4-{[2-(methylamino)ethyl]amino}phenyl)-9-oxo-8-propyl-6,8,10-triazatricyclo[9.4.0.02,7]pentadeca-1(11),2(7),3,5,12,14-hexaene-13-carbonitrile